C[C@H]1O[C@H](CN(C1)C1=C2C=CC=NC2=C(C=C1)C(F)(F)F)C(=O)NC1CN(CC12CC2)C (2R,6R)-6-methyl-N-(5-methyl-5-azaspiro[2.4]heptan-7-yl)-4-[8-(trifluoromethyl)-5-quinolyl]morpholine-2-carboxamide